(S)-2-((tert-butyldimethylsilyl)oxy)-N-hydroxypropanimidamide [Si](C)(C)(C(C)(C)C)O[C@H](C(NO)=N)C